BrC1=C(C=CC=C1)C(C1=NC=CC=C1)O[Si](C)(C)C(C)(C)C 2-((2-bromophenyl)((tert-butyldimethylsilyl)oxy)methyl)pyridine